C(CCCCCCC)N(C(=O)CCCCCCCCC)CCCCCCCC N,N-dioctyl-capramide